6-(4-bromo-benzyloxy)-2-thieno[3,2-c]pyridin-6-yl-3H-quinazolin-4-one BrC1=CC=C(COC=2C=C3C(NC(=NC3=CC2)C2=CC3=C(C=N2)C=CS3)=O)C=C1